C1(CCC2=CC=CC=C12)NC1=NC=C(C(=N1)NC1=CC=CC=C1)C(=O)N 2-(2,3-dihydro-1H-inden-1-ylamino)-4-(phenylamino)pyrimidine-5-carboxamide